C1=C(C=CC=2C3=CC=CC=C3C=CC12)C1=CC=C(C=C1)NC1=CC=CC2=CC=CC=C12 N-[4-(phenanthren-2-yl)phenyl]naphthalen-1-amine